CN1N=C(C(=C1)C)C(=O)NC1=CC2=C(C=N1)C=C(N2)C2=CC=NC=C2 1,4-dimethyl-N-(2-(pyridin-4-yl)-1H-pyrrolo[3,2-c]pyridin-6-yl)-1H-pyrazole-3-carboxamide